(22E)-3α-hydroxy-5α-ergost-22-en-6-one O[C@H]1C[C@@H]2C(C[C@H]3[C@@H]4CC[C@H]([C@@H](/C=C/[C@@H](C(C)C)C)C)[C@]4(CC[C@@H]3[C@]2(CC1)C)C)=O